C(#N)CC1CC(C1)(C1=NN=CN1C)C=1C=C(C=CC1)NC(=O)C1=CC(=C2C(=N1)C(CC2)C)CN2C[C@H](OCC2)C N-(3-((1s,3S)-3-(cyanomethyl)-1-(4-methyl-4H-1,2,4-triazol-3-yl)cyclobutyl)phenyl)-7-methyl-4-(((R)-2-methylmorpholino)methyl)-6,7-dihydro-5H-cyclopenta[b]pyridine-2-carboxamide